ClC=1C(=C(C=CC1F)[C@@H]1[C@H](O[C@](C1)(C(F)(F)F)C)C(=O)NC1=CC(=NC=C1)C(=O)NC)OC (2S,3R,4S,5R)-4-[[3-(3-Chloro-4-fluoro-2-methoxy-phenyl)-5-methyl-5-(trifluoromethyl)tetrahydrofuran-2-carbonyl]amino]-N-methyl-pyridin-2-carboxamid